N-(2-allyl-4-trifluoromethylphenyl)acrylamide gold ruthenium [Ru].[Au].C(C=C)C1=C(C=CC(=C1)C(F)(F)F)NC(C=C)=O